7-(2-chloro-6-fluoro-phenyl)-N5-(4-piperidyl)isoquinoline-3,5-diamine ClC1=C(C(=CC=C1)F)C=1C=C(C=2C=C(N=CC2C1)N)NC1CCNCC1